3-(6-(dimethylcarbamoyl)-2-naphthoyl)piperidine-1-carboxylic acid tert-butyl ester C(C)(C)(C)OC(=O)N1CC(CCC1)C(=O)C1=CC2=CC=C(C=C2C=C1)C(N(C)C)=O